OCCC1CC(C1)C1=C2CN(C(C2=CC=C1)=O)C1C(NC(CC1)=O)=O 3-(4-(3-(2-Hydroxyethyl)cyclobutyl)-1-oxoisoindolin-2-yl)piperidine-2,6-dione